methyl 2-({2-amino-[1,3]thiazolo[5,4-d]pyrimidin-5-yl}oxy)acetate NC=1SC=2N=C(N=CC2N1)OCC(=O)OC